ClC1=CC=C(S1)CNC1=CC(=NN1C(C(C)(C)C)=O)C1CCN(CC1)CCOC1CC1 1-(5-{[(5-chlorothiophen-2-yl)methyl]amino}-3-[1-(2-cyclopropoxyethyl)piperidin-4-yl]-1H-pyrazol-1-yl)-2,2-dimethylpropan-1-one